ClC1=C(C=C(C(=C1)[N+](=O)[O-])Cl)F 1,4-dichloro-2-fluoro-5-nitro-benzene